C(C)(C)(C)OC(=O)N1CCN(CC1)CCCCCOC=1C=C2C(N(C(C2=CC1)=O)C1C(NC(CC1)=O)=O)=O 4-(5-((2-(2,6-Dioxopiperidin-3-yl)-1,3-Dioxoisoindolin-5-yl)oxy)pentyl)piperazine-1-carboxylic acid tert-butyl ester